CC=1C(=C(C=CC1)C1(C(=O)OCCCC1)C1=C(C(=CC=C1)C)C)C α,α-bis(dimethylphenyl)-ε-caprolactone